(6aR,8R)-8-(benzyloxy)-2-chloro-6a-ethyl-5,6,6a,7,8,9-hexahydropyrrolo[1',2':4,5]pyrazino[2,3-c]pyridazine C(C1=CC=CC=C1)O[C@@H]1C[C@]2(N(C=3C(=NN=C(C3)Cl)NC2)C1)CC